FC1=C(C=CC(=C1F)OC)C1=CN=C2N1C=CN=C2NC2=CC(=C(C(=O)NC[C@@H](C)N)C=C2)CC 4-[[3-(2,3-difluoro-4-methoxy-phenyl)imidazo[1,2-a]pyrazin-8-yl]amino]-2-ethyl-N-[(2R)-2-aminopropyl]benzamide